ClC1=C(C(=CC=C1)C)N1COC2=C(C1=O)C=NC(=N2)NC=2C=C1CCN(C(C1=C(C2)C#N)(C)C)C 6-((3-(2-Chloro-6-methylphenyl)-4-oxo-3,4-dihydro-2H-pyrimido[5,4-e][1,3]oxazin-7-yl)amino)-1,1,2-trimethyl-1,2,3,4-tetrahydroisoquinoline-8-carbonitrile